S1C(=NC2=C1C=CC=C2)CC(NO)=N 2-(benzo[d]thiazol-2-yl)-N-hydroxyacetimidamide